4-phenylmethyl-phenylmethane C1(=CC=CC=C1)CC1=CC=C(C=C1)C